CN(C(OC(C)(C)C)=O)CCC1=CC(=CC=C1)OCCN1CC2(COC2)C1 tert-butyl methyl(2-{3-[2-(2-oxa-6-azaspiro[3.3]heptan-6-yl)ethoxy]phenyl}ethyl)carbamate